ClC=1C=C2C(=NC=NC2=C(C1)C(F)(F)F)N[C@@H](C)C1=NC=NN1C1=CC(=NC=N1)C(=O)NC1(CC1)C#N 6-[5-[(1S)-1-[[6-chloro-8-(trifluoromethyl)quinazolin-4-yl]amino]ethyl]-1,2,4-triazol-1-yl]-N-(1-cyanocyclopropyl)pyrimidine-4-carboxamide